(E)-3-(dimethylamino)-1-(4-methoxynaphthalene-1-yl)-2-(3-fluorophenyl)prop-2-ene CN(/C=C(\CC1=CC=C(C2=CC=CC=C12)OC)/C1=CC(=CC=C1)F)C